BrC=1C(=C(C=C(C1)Cl)C1=CC=CC=C1)[N+](=O)[O-] bromo-5-chloro-2-nitro-1,1'-biphenyl